C1(CC1)C1=CC(=NN1C1=CC=C(CNC=2C3=C(N=C(N2)C=2C(=NC=NC2OC)C2CC2)NC=C3F)C=C1)C(F)(F)F N-(4-(5-cyclopropyl-3-(trifluoromethyl)-1H-pyrazol-1-yl)benzyl)-2-(4-cyclopropyl-6-methoxypyrimidin-5-yl)-5-fluoro-7H-pyrrolo[2,3-d]pyrimidin-4-amine